C(#N)C1=CNC2=C(C=CC(=C12)C(F)(F)F)NS(=O)(=O)C=1C=NN(C1)C N-[3-Cyano-4-(trifluoromethyl)-1H-indol-7-yl]-1-methyl-pyrazol-4-sulfonamid